(trans)-1-tert-butyl 5-methyl 6-(2-chloro-4-fluorophenyl)-4-(4-(methylsulfonamido)cyclohexyl)-2-(thiazol-2-yl)pyrimidine-1,5(6H)-dicarboxylate ClC1=C(C=CC(=C1)F)C1C(=C(N=C(N1C(=O)OC(C)(C)C)C=1SC=CN1)[C@@H]1CC[C@H](CC1)NS(=O)(=O)C)C(=O)OC